3-benzyl-1-(trans-4-((5-cyano-4-(4-methyl-3,4-dihydro-2H-pyrido-[3,2-b][1,4]oxazin-7-yl)pyrimidin-2-yl)amino)-cyclohexyl)-1-(5-(1-methyl-1H-pyrazol-4-yl)pyridin-2-yl)urea C(C1=CC=CC=C1)NC(N(C1=NC=C(C=C1)C=1C=NN(C1)C)[C@@H]1CC[C@H](CC1)NC1=NC=C(C(=N1)C1=CC=2OCCN(C2N=C1)C)C#N)=O